FC1=C(C=C(C(=C1)OC)F)N1N=NC(=C1)C(O)C1=C(C=CC=2N1C=NC2)CC [1-(2,5-Difluoro-4-methoxy-phenyl)-1H-[1,2,3]triazol-4-yl]-(6-ethyl-imidazo[1,5-a]pyridin-5-yl)-methanol